COC=1C=C2C=CC(C2=CC1)=O 5-methoxyindenone